ClC=1C=C(C=2N(N1)C=CN2)[C@@H]2[C@H](C2)C2=CC1=C(C=N2)C=CN1CC(F)(F)F 6-chloro-8-[(1S,2S)-2-[1-(2,2,2-trifluoroethyl)pyrrolo[3,2-c]pyridin-6-yl]cyclopropyl]imidazo[1,2-b]pyridazine